N-(9,9-dimethyl-9H-fluoren-2-yl)-9-phenyl-N-(3',3',4',7'-tetramethyl-2',3'-dihydrospiro[fluorene-9,1'-inden]-2-yl)-9H-carbazol-3-amine CC1(C2=CC=CC=C2C=2C=CC(=CC12)N(C=1C=CC=2N(C3=CC=CC=C3C2C1)C1=CC=CC=C1)C1=CC2=C(C=C1)C1=CC=CC=C1C21CC(C2=C(C=CC(=C12)C)C)(C)C)C